5-[4-(2,6-difluoro-4-nitrophenoxy)-1-{[2-(trimethylsilyl)ethoxy]methyl}-1H-pyrrolo[2,3-b]pyridin-3-yl]-2-(propan-2-yloxy)benzonitrile FC1=C(OC2=C3C(=NC=C2)N(C=C3C=3C=CC(=C(C#N)C3)OC(C)C)COCC[Si](C)(C)C)C(=CC(=C1)[N+](=O)[O-])F